ClC=1C=CC(=C(CNCC2CCN(CC2)C(=O)OC(C)(C)C)C1)OCCO tert-butyl 4-(((5-chloro-2-(2-hydroxy ethoxy)benzyl)amino)methyl)piperidine-1-carboxylate